The molecule is a beta-D-glucosiduronic acid that is the 7-O-glucuronide of (2S)-eriodictyol. Isolated from the flowers of Chrysanthemum indicum, it exhibits inhibitory activity for rat lens aldose reductase. It has a role as a metabolite and an EC 1.1.1.21 (aldehyde reductase) inhibitor. It is a beta-D-glucosiduronic acid, a member of 3'-hydroxyflavanones, a trihydroxyflavanone and a member of 4'-hydroxyflavanones. It derives from an eriodictyol. C1[C@H](OC2=CC(=CC(=C2C1=O)O)O[C@H]3[C@@H]([C@H]([C@@H]([C@H](O3)C(=O)O)O)O)O)C4=CC(=C(C=C4)O)O